[N+](=O)([O-])C1=C(C=NNC(=O)N)C=CC=C1 2-nitrobenzaldehyde semicarbazone